tert-Butyl 3-[4-(6-chloro-4-methylsulfonyl-3-pyridyl)phenyl]azetidine-1-carboxylate ClC1=CC(=C(C=N1)C1=CC=C(C=C1)C1CN(C1)C(=O)OC(C)(C)C)S(=O)(=O)C